ClC1=CC2=C(N=C(N=C2)S(=O)(=O)C)N(C1=O)C1CCCC1 6-chloro-8-cyclopentyl-2-methylsulfonyl-pyrido[2,3-d]pyrimidin-7-one